N-{3-[(4-cyanophenyl)ethynyl]pyridin-4-yl}acetamide C(#N)C1=CC=C(C=C1)C#CC=1C=NC=CC1NC(C)=O